[Fe-2](=S)=S.[Li+].[Li+] lithium ferrous disulfide